FC(C1=CC2=C([C@@H]3N(C=C[C@H]2C3)C(=O)OCC3=CC=CC=C3)C=C1)(F)F |r| (Rac)-benzyl (1R,5R)-7-(trifluoromethyl)-1,5-dihydro-2H-1,5-methanobenzo[c]azepine-2-carboxylate